C1(CC1)C=1C=CC=2N=C(N=C(C2N1)N1[C@@H](COCC1)C)C1=C2C=CNC2=CC=C1 (R)-4-(6-cyclopropyl-2-(1H-indol-4-yl)pyrido[3,2-d]pyrimidin-4-yl)-3-methylmorpholine